C(#N)C1=CC(=C(C=C1)[C@@]1(OC(C2=C(O1)C=CC=C2)C2CCN(CC2)CC=2N(C1=C(N2)SC(=C1)C(=O)OCC)C[C@H]1OCC1)C)F ethyl 2-((4-((R)-2-(4-cyano-2-fluorophenyl)-2-methylbenzo[d][1,3]dioxan-4-yl) piperidin-1-yl) methyl)-1-(((S)-oxetan-2-yl) methyl)-1H-thieno[2,3-d]imidazole-5-carboxylate